C(C)OC1=NC2=C(N1CCNC(CCC)=O)C=C(C=C2)OC N-(2-(2-ethoxy-6-methoxy-1H-benzimidazol-1-yl)ethyl)butanamide